tert-Butyl (1-((4-(3-(4-(3-(2,4-dioxotetrahydropyrimidin-1(2H)-yl)-1-methyl-1H-indazol-6-yl)piperidin-1-yl)-2-methylpropyl)phenyl)sulfonyl)piperidin-4-yl)carbamate O=C1N(CCC(N1)=O)C1=NN(C2=CC(=CC=C12)C1CCN(CC1)CC(CC1=CC=C(C=C1)S(=O)(=O)N1CCC(CC1)NC(OC(C)(C)C)=O)C)C